(2R,4R)-4-((6-((1-(tert-butyl)-3-methyl-1H-pyrazol-5-yl)amino)-5-fluoropyridin-2-yl)methyl)-1-(3-chloro-2-fluorobenzyl)-2-methylpiperidine-4-carboxylic acid tert-butyl ester C(C)(C)(C)OC(=O)[C@]1(C[C@H](N(CC1)CC1=C(C(=CC=C1)Cl)F)C)CC1=NC(=C(C=C1)F)NC1=CC(=NN1C(C)(C)C)C